The molecule is a methylhistidine in which the methyl group is located at N-1. It has a role as a human urinary metabolite. It is a non-proteinogenic alpha-amino acid and a methylhistidine. It is a tautomer of a 1-methylhistidine zwitterion. CN1C=C(N=C1)CC(C(=O)O)N